3-(5-(3-(isopropylamino)-7-(pyrrolidin-1-ylmethyl)-1H-pyrazolo[4,3-b]pyridin-5-yl)-3-methyl-1-oxoisoindolin-2-yl)piperidine-2,6-dione C(C)(C)NC1=NNC=2C1=NC(=CC2CN2CCCC2)C=2C=C1C(N(C(C1=CC2)=O)C2C(NC(CC2)=O)=O)C